3-quinolineboronic acid N1=CC(=CC2=CC=CC=C12)B(O)O